N[C@H]1CN(C[C@@H](C1)F)C(=O)C1=CC2=C(N(C(=N2)C2=CC=3C(=NC(=CC3)C=3C(=C(C=CC3F)O)Cl)N2CC2CC2)C)C(=C1)OC 3-(2-{5-[(3R,5R)-3-amino-5-fluoropiperidine-1-carbonyl]-7-methoxy-1-methyl-1H-1,3-benzodiazol-2-yl}-1-(cyclopropylmethyl)-1H-pyrrolo[2,3-b]pyridin-6-yl)-2-chloro-4-fluorophenol